CC=1N(C(C2=C(N1)C(=NC(=C2)N2C[C@H](OCC2)C2=CC(=NC=C2)C)C2=C(C=C(C(=C2)F)F)F)=O)C (R)-2,3-dimethyl-6-(2-(2-methylpyridin-4-yl)morpholino)-8-(2,4,5-trifluorophenyl)pyrido[3,4-d]pyrimidin-4(3H)-one